7-({1-[amino(1,3-thiazol-4-yl)acetyl]azetidin-3-yl}oxy)-2-hydroxy-3,4-dihydro-2H-1,2-benzoxaborinine NC(C(=O)N1CC(C1)OC1=CC2=C(CCB(O2)O)C=C1)C=1N=CSC1